1-(5-Chloro-2-methylphenyl)-4-[(1-{[2-(4-chlorophenyl)-5-methyl-1,3-oxazol-4-yl]methyl}piperidin-4-yl)carbonyl]piperazine ClC=1C=CC(=C(C1)N1CCN(CC1)C(=O)C1CCN(CC1)CC=1N=C(OC1C)C1=CC=C(C=C1)Cl)C